O[C@@H]1[C@H](O[C@H]([C@@H]1O)N1C2=NC(=NC(=C2N=C1)NCC1=NC(=CC=C1)C)C=1C=NC=C(C1)C)C(=O)NC=C (2S,3S,4R,5R)-3,4-dihydroxyl-5-(6-(((6-methylpyridin-2-yl)methyl)amino)-2-(5-methylpyridin-3-yl)-9H-purin-9-yl)-N-vinyltetrahydrofuran-2-formamide